C(C)OC(=O)C1CC(=NO1)C(=O)O 5-(ethoxycarbonyl)-4,5-dihydro-1,2-oxazole-3-carboxylic acid